1-[5-(7,8-dichloro-3-fluoro-6-methyl-1,5-naphthyridin-2-yl)pyrimidin-2-yl]-1lambda5-phospholan-1-one ClC1=C(N=C2C=C(C(=NC2=C1Cl)C=1C=NC(=NC1)P1(CCCC1)=O)F)C